4-ethyl-1,4-disilacyclohexane C(C)[SiH]1CC[SiH2]CC1